5'-chloro-2'-{[(1,3-oxazol-5-ylmethyl)amino]methyl}-7',8'-dihydro-6'H-spiro[cyclohexane-1,9'-furo[2,3-f]quinazoline]-7'-one ClC=1C=C2C(=C3C4(NC(NC13)=O)CCCCC4)OC(=C2)CNCC2=CN=CO2